3-((3-exo)-3-((7-((5-methyl-1H-pyrazol-3-yl)amino)-2-carbonyl-1,2-dihydro-1,6-naphthyridin-5-yl)amino)-8-azabicyclo[3.2.1]octan-8-yl)propionitrile CC1=CC(=NN1)NC1=NC(=C2C=CC(NC2=C1)=C=O)NC1CC2CCC(C1)N2CCC#N